ClC=1C(=NC(=NC1)NC1CCOCC1)C1=CC=C2CN(C(C2=C1)=O)C(C(=O)N[C@H](CO)C1=CC(=CC(=C1)OC)F)=C (2R)-2-(6-{5-chloro-2-[(oxan-4-yl)amino]pyrimidin-4-yl}-1-oxo-2,3-dihydro-1H-isoindol-2-yl)-N-[(1S)-1-(3-fluoro-5-methoxyphenyl)-2-hydroxyethyl]propenamide